2-((3-Isopropyl-2-(2-methylpyridin-4-yl)-1H-indol-5-yl)oxy)-N-(octahydrocyclopenta[c]pyrrol-4-yl)acetamid C(C)(C)C1=C(NC2=CC=C(C=C12)OCC(=O)NC1CCC2CNCC21)C2=CC(=NC=C2)C